I.C(#N)C1=CC2=C(C(=C(O2)C(C)(C)C2=CC(=C(C=C2)CC)N2CCC(CC2)N2CCOCC2)C(=O)O)C=C1 6-Cyano-2-{1-[4-ethyl-3-(4-morpholin-4-yl-piperidin-1-yl)-phenyl]-1-methyl-ethyl}-benzofuran-3-carboxylic acid hydroiodic acid salt